C(CCCCC)C(C(=O)OCC(COC(C(CCCCCCCC)CCCCCC)=O)N1CC2(C1)CCN(CC2)CCCCCO)CCCCCCCC.CN(C(C(=CCCCN)C)=O)C N,N-dimethyl-aminopropyl-methacrylamide 2-(7-(5-hydroxypentyl)-2,7-diazaspiro[3.5]nonan-2-yl)propane-1,3-diyl bis(2-hexyldecanoate)